CC1(N=C(C(=N1)C1=CC=C(C=C1)Cl)C1=CC=C(C=C1)Cl)C 2,2-dimethyl-4,5-bis(4-chlorophenyl)-2H-imidazole